[Al].CC(CC(C)=O)=O.CC(CC(C)=O)=O.CC(CC(C)=O)=O tris(2,4-pentanedione) aluminum